(S)-4'-(4-acryloyl-1-(2,2,2-trifluoroethyl)piperazin-2-yl)-6'-chloro-N,6-dimethyl-[2,2'-bipyridine]-4-carboxamide C(C=C)(=O)N1C[C@@H](N(CC1)CC(F)(F)F)C1=CC(=NC(=C1)Cl)C1=NC(=CC(=C1)C(=O)NC)C